COC1=NC=CC(=C1C1=CN(C2=NC(=CC=C21)NC(=O)[C@H]2[C@H](C2)F)COCC[Si](C)(C)C)OC (1S,2S)-N-[3-(2,4-dimethoxypyridin-3-yl)-1-[[2-(trimethylsilyl)ethoxy]methyl]pyrrolo[2,3-b]pyridin-6-yl]-2-fluorocyclopropane-1-carboxamide